ClC=1NN(C(=CC1)Cl)CCC1=CC=C(C=C1)O 3,6-Dichloro-N-[2-(4-hydroxyphenyl)ethyl]pyridazin